N1-((4-(methoxymethyl)-4-methylcyclohexyl)methyl)-N1-methylbenzene-1,2-diamine COCC1(CCC(CC1)CN(C=1C(=CC=CC1)N)C)C